O1C=C(C=C1)C1=C2C(=NC=C1)NN=C2C2=CC=CC=C2 4-(3-furyl)-3-phenyl-1H-pyrazolo[3,4-b]pyridine